BrCCCCCCCC(=O)O (1r,1's,4r,4'r)-8-bromooctanoic acid